2'-methoxy-5,5-dimethyl-spiro[1,3-dioxane-2,6'-thiochromeno[2,3-e][1,3]benzodioxole] COC1OC2=C(O1)C=CC1=C2SC2=CC=CC=C2C12OCC(CO2)(C)C